[3-[6-(4-Fluorophenoxy)-3-pyridyl]azetidin-1-yl]-[(3S)-3-(4H-1,2,4-triazol-3-yl)pyrrolidin-1-yl]methanone FC1=CC=C(OC2=CC=C(C=N2)C2CN(C2)C(=O)N2C[C@H](CC2)C2=NN=CN2)C=C1